ClC1=C(C=C2CC(NC2=C1)=O)CCCl 6-chloro-5-(2-chloroethyl)-1,3-dihydro-indol-2-one